1-(4-(3-(4-fluorophenyl)azetidine-1-carbonyl)-5-methylpicolinoyl)-4-phenylpiperidine-4-carbonitrile FC1=CC=C(C=C1)C1CN(C1)C(=O)C1=CC(=NC=C1C)C(=O)N1CCC(CC1)(C#N)C1=CC=CC=C1